C(C)(C)C=1N(C=CN1)S(=O)(=O)N(C)C 2-isopropyl-N,N-dimethyl-imidazole-1-sulfonamide